O1CCCC1 OXACYcLOPENTANE